CC(C)(C)C1=C(C=C(C(=C1)O)C(C)(C)C)O 2,5-bis(1,1-dimethylethyl)-1,4-benzenediol